[Si](C)(C)(C(C)(C)C)OCCCC=1C2=CN(N=C2C=C(C1N)Cl)C 4-(3-((tert-butyldimethylsilyl)oxy)propyl)-6-chloro-2-methyl-2H-indazol-5-amine